methyl 3-(2-(3-fluoro-4-methyl-5-nitrobenzoyl)hydrazine-1-carbonyl)azetidine-1-carboxylate FC=1C=C(C(=O)NNC(=O)C2CN(C2)C(=O)OC)C=C(C1C)[N+](=O)[O-]